6-{2-fluoro-4-[(4-{[4-(pentafluoro-λ6-sulfanyl)phenyl]Amino}piperidin-1-yl)sulfonyl]phenyl}imidazo[1,2-a]pyridine-3-carbonitrile FC1=C(C=CC(=C1)S(=O)(=O)N1CCC(CC1)NC1=CC=C(C=C1)S(F)(F)(F)(F)F)C=1C=CC=2N(C1)C(=CN2)C#N